[(2S,6R)-6-(4-benzamido-2-oxo-pyrimidin-1-yl)-4-cyclohexyl-2-(triisopropylsilyloxy-methyl)morpholin-2-yl]methyl benzoate C(C1=CC=CC=C1)(=O)OC[C@@]1(CN(C[C@@H](O1)N1C(N=C(C=C1)NC(C1=CC=CC=C1)=O)=O)C1CCCCC1)CO[Si](C(C)C)(C(C)C)C(C)C